NCC(=O)OCC1=CC=C(C=C1)C#CC1=CC=C(C=C1)C1=CC(=NO1)CN1C(=NC=C1)[C@H](C)O (S)-(4-((4-(3-((2-(1-hydroxyethyl)-1H-imidazol-1-yl)methyl) isoxazol-5-yl)phenyl) ethynyl)benzyl) glycinate